2-{[1-(1,3-Dimethyl-1H-pyrazol-4-yl)ethyl]amino}-4-{[2-methoxy-3-(5-methyl-1,3,4-oxadiazol-2-yl)phenyl]amino}pyrimidine-5-carboxylic acid CN1N=C(C(=C1)C(C)NC1=NC=C(C(=N1)NC1=C(C(=CC=C1)C=1OC(=NN1)C)OC)C(=O)O)C